N1=CC=C(C=C1)N1CCN(CC1)CC=1NC2=CC=C(C=C2C1)CC(=O)N [2-[[4-(4-pyridinyl)piperazin-1-yl]methyl]-1H-indol-5-yl]acetamide